B(O)(O)O.S1C(=NC2=C1C=CC=C2)C2=CC=C(C=C2)CC(O)(C)C(C)(C)O 4-(benzothiazol-2-yl)phenyl-pinacol borate